(9aR)-8-(2-(4-cyanophenyl)propyl)-9-oxooctahydro-2H-pyrazino[1,2-a]pyrazine-2-carbonitrile C(#N)C1=CC=C(C=C1)C(CN1C([C@@H]2N(CCN(C2)C#N)CC1)=O)C